(3-(2-(3,8-diazabicyclo[3.2.1]oct-8-yl)-5-(2-chloropyrimidin-4-yl)thiazol-4-yl)-2-fluorophenyl)-2,6-difluorobenzenesulfonamide C12CNCC(CC1)N2C=2SC(=C(N2)C=2C(=C(C=CC2)C=2C(=C(C(=CC2)F)S(=O)(=O)N)F)F)C2=NC(=NC=C2)Cl